COC(C1CCN(CC1)C1=CC=C(C=C1)[C@@H]1C=2C=CC(=CC2C(C[C@@H]1C1=C(C=C(C=C1)F)C)(F)F)O)OC (5R,6S)-5-(4-(4-(dimethoxymethyl)piperidin-1-yl)phenyl)-8,8-difluoro-6-(4-fluoro-2-methylphenyl)-5,6,7,8-tetrahydronaphthalen-2-ol